2-methyl-4-(4'-(tert-butyl)-phenyl)-1,5,6,7-tetrahydro-s-indacen CC=1CC2=CC=3CCCC3C(=C2C1)C1=CC=C(C=C1)C(C)(C)C